C(CCC=C)(=O)C=1NC(C=2SC=C3OCCCC1C32)=O 7-pent-4-enoyl-12-oxa-3-thia-6-azatricyclo[6.4.1.04,13]trideca-1,4(13),7-trien-5-one